(R)-(4-(5-chlorooxazolo[4,5-b]pyridin-2-yl)piperazin-1-yl)(6-(2,3-difluoropropoxy)-5-methylpyridin-3-yl)methanone ClC1=CC=C2C(=N1)N=C(O2)N2CCN(CC2)C(=O)C=2C=NC(=C(C2)C)OC[C@H](CF)F